SNC1=NC(=NC(=N1)N)N Mercapto-Melamine